C1(CC1)C=1C=CC=2N(C1)C=C(N2)CN2N=NC(=C2)CNCC2=C(C(=CC=C2N2N=NN=C2)OC)F 1-(1-((6-cyclopropylimidazo[1,2-a]pyridin-2-yl)methyl)-1H-1,2,3-triazol-4-yl)-N-(2-fluoro-3-methoxy-6-(1H-tetrazol-1-yl)benzyl)methanamine